bis-[3-(p-toluenesulfonyloxy)phenyl]urea CC1=CC=C(C=C1)S(=O)(=O)OC=1C=C(C=CC1)NC(NC1=CC(=CC=C1)OS(=O)(=O)C1=CC=C(C)C=C1)=O